di(diphenylphosphino)pentane C1(=CC=CC=C1)P(C1=CC=CC=C1)C(CC)(CC)P(C1=CC=CC=C1)C1=CC=CC=C1